ClC1=C(OCC2=NC=CC(=N2)OC2CCN(CC2)CC2=NC3=C(N2C[C@H]2OCC2)C=C(C=C3)C(=O)O)C=CC(=C1)Cl (S)-2-((4-((2-((2,4-Dichlorophenoxy)methyl)pyrimidin-4-yl)oxy)piperidin-1-yl)methyl)-1-(oxetan-2-ylmethyl)-1H-benzo[d]imidazole-6-carboxylic acid